C(C)(C)(C)OC(=O)N[C@@H]1C(N2[C@@H](CC[C@@H]2CC1)C(=O)O)=O (3S,6S,8aS)-6-((tert-butoxycarbonyl)amino)-5-oxooctahydro-indolizine-3-carboxylic acid